COC(=O)C=1N=C(C=2N(C1)C=CN2)C2=NC=C(C=C2)C(F)(F)F.FC(C2=CC=C(C=C2)NC(C)=O)(F)F N-(4-(trifluoromethyl)phenyl)acetamide methyl-8-(5-(trifluoromethyl)pyridin-2-yl)imidazo[1,2-a]pyrazine-6-carboxylate